FC1=CC=C(C=C1)C1(CCN(CC1)C1=NC(=CN=C1)C=1C=NN(C1)C)O 4-(4-fluorophenyl)-1-(6-(1-methyl-1H-pyrazol-4-yl)pyrazin-2-yl)piperidin-4-ol